C(=O)[O-].ClC1=C(C(=O)N2CCN(CC2)C(CCC[NH2+]C)=O)C=CC(=C1)NC(=O)C=1N(C(=CN1)C1=C(C(=C(C=C1)OC)F)F)C [4-[4-[2-chloro-4-[[5-(2,3-difluoro-4-methoxy-phenyl)-1-methyl-imidazole-2-carbonyl]amino]benzoyl]piperazin-1-yl]-4-oxo-butyl]-methyl-ammonium formate salt